3-(1-methyl-1H-benzo[d][1,2,3]triazol-6-yl)-N-(6-(4-methylpiperazin-1-yl)pyridin-3-yl)-1H-pyrrolo[2,3-b]pyridine-5-carboxamide CN1N=NC2=C1C=C(C=C2)C2=CNC1=NC=C(C=C12)C(=O)NC=1C=NC(=CC1)N1CCN(CC1)C